6-bromo-4-allyl-2-methoxyphenol BrC1=CC(=CC(=C1O)OC)CC=C